4-(Bromomethyl)pyrrolo[4,3,2-de]quinolin-2(1H)-one BrCC=1N=C2C=CC=C3C2=C(C1)C(N3)=O